FC1=CC(=C2CN(C(C2=C1)=O)C1CNCCC1)SCCCCCCCN1CCCCC1 3-(6-fluoro-1-oxo-4-((7-(piperidin-1-yl)heptyl)thio)isoindolin-2-yl)piperidine